C1=CC=CC=2C3=CC=CC=C3N(C12)C=1C=C(C=CC1)C1=CC=CC=C1 3'-(9H-carbazole-9-yl)biphenyl